C1=C(C=CC2=CC=CC=C12)C=1C=C2C=CC(=C(C2=CC1)C1=C(C=CC2=CC(=CC=C12)C1=CC2=CC=CC=C2C=C1)OC1=CC=C(C=C1)CO)OC1=CC=C(C=C1)CO {(6,6'-bis(naphthalen-2-yl)[1,1'-binaphthalene]-2,2'-diyl)bis(oxy-4,1-phenylene)}dimethanol